6-amino-spiro[indoline-3,4'-tetrahydropyran]-2-one NC1=CC=C2C(=C1)NC(C21CCOCC1)=O